C(C1=CC=CC=C1)C1=NOC(C1)C(=O)N[C@@H](CC(C)C)B(O)O ((1R)-1-(3-benzyl-4,5-dihydroisoxazole-5-carboxamido)-3-methylbutyl)boronic acid